carbobenzyloxy-O-benzyl-L-Serine C(=O)(OCC1=CC=CC=C1)N[C@@H](COCC1=CC=CC=C1)C(=O)O